CSC1=NC=C2C(=N1)N(N(C2=O)CC=C)C2=CC=CC(=N2)OC2CCN(CC2)C(=O)OC(C)(C)C tert-butyl 4-({6-[6-(methylsulfanyl)-3-oxo-2-(prop-2-en-1-yl)-1H,2H,3H-pyrazolo[3,4-d]pyrimidin-1-yl]pyridin-2-yl}oxy)piperidine-1-carboxylate